NCCNCCN[C@@H](CC(=O)N)C(=O)N 2-{(2-aminoethyl)amino}-ethyl-aspartamide